N'-hydroxy-N-[1-(methylcarbamoyl)-3-phenyl-propyl]-2-(2-methylpropyl)succinamide ONC(CC(C(=O)NC(CCC1=CC=CC=C1)C(NC)=O)CC(C)C)=O